2,7-dichloro-9H-indeno[2,1-d]pyrimidine ClC=1N=CC2=C(N1)CC=1C=C(C=CC12)Cl